1-(4-(tert-butyl)naphthalen-2-yl)-8-isobutylbenzo[4,5]selenopheno[2,3-c]pyridine C(C)(C)(C)C1=CC(=CC2=CC=CC=C12)C1=NC=CC2=C1[Se]C1=C2C=CC=C1CC(C)C